[Ca].OC=1C=CC=C2C=CC=NC12.OC=1C=CC=C2C=CC=NC12 bis(8-hydroxyquinoline) calcium